CC(CCN=C=NN)C dimethyl-amino-propyl-carbodiimide